1-((2-chloropyridin-5-yl)methyl)-8-cyano-2,3-dihydro-imidazo[1,2-a]pyridin-5(1H)-one ClC1=NC=C(C=C1)CN1CCN2C1=C(C=CC2=O)C#N